7-(piperidin-4-yloxy)-3,4-dihydro-2H-benzo[b][1,4]oxazine N1CCC(CC1)OC=1C=CC2=C(OCCN2)C1